4-[4-Bromo-6-(4-fluoro-2,6-dimethyl-benzyl)-3-hydroxy-pyridin-2-yl]-4-oxo-butyric acid ethyl ester C(C)OC(CCC(=O)C1=NC(=CC(=C1O)Br)CC1=C(C=C(C=C1C)F)C)=O